C(C(C(C(C(CO)O)O)O)O)O 1,2,3,4,5,6-hexanehexol